6-[2-(2,6-dichloro-3,5-dimethoxy-anilino)-3-pyridinyl]-N-[2-nitro-4-(2-pyrrolidin-1-ylethoxy)phenyl]pyrimidin-4-amine ClC1=C(NC2=NC=CC=C2C2=CC(=NC=N2)NC2=C(C=C(C=C2)OCCN2CCCC2)[N+](=O)[O-])C(=C(C=C1OC)OC)Cl